24-dodecanoyloxy-tetracosanoic acid C(CCCCCCCCCCC)(=O)OCCCCCCCCCCCCCCCCCCCCCCCC(=O)O